α-(methoxymethylene)benzeneacetate COC=C(C(=O)[O-])C1=CC=CC=C1